2,6-dimethoxy-4-[5-(1-methyl-4-piperidyl)benzimidazol-1-yl]-N-(2,2,2-trifluoroethyl)benzamide COC1=C(C(=O)NCC(F)(F)F)C(=CC(=C1)N1C=NC2=C1C=CC(=C2)C2CCN(CC2)C)OC